FC(C(=O)O)(F)F.NC/C(/COC1=CC=C(C(=O)NC2=CC3=C(OCCO3)C=C2)C=C1)=C\F (E)-4-((2-aminomethyl-3-fluoroallyl)oxy)-N-(2,3-dihydrobenzo[b][1,4]dioxin-6-yl)benzamide trifluoroacetate